NC1=C(N=CC(=N1)N1CCC2(CC1)C(C1C(OCCO1)C2)N)SC2=C(C(=NC=C2)N)Cl 1'-(6-amino-5-((2-amino-3-chloropyridin-4-yl)thio)pyrazin-2-yl)hexahydrospiro[cyclopenta[b][1,4]dioxine-6,4'-piperidin]-5-amine